O=C(CC1(CC1)CNC=1C=C(C(NN1)=O)C(F)(F)F)N1CCN(CC1)C1=NC=C(C=N1)C(F)(F)F 6-(((1-(2-oxo-2-(4-(5-(trifluoromethyl)pyrimidin-2-yl)piperazin-1-yl)ethyl)cyclopropyl)methyl)amino)-4-(trifluoromethyl)pyridazin-3(2H)-one